N1CC(C1)OCCCC1CCN(CC1)C(=O)OCCCC butyl 4-[3-(azetidin-3-yloxy)propyl]piperidine-1-carboxylate